CC1(OC=2C=C(C(=C(C2C2[C@H]1CCC(=C2)C)O)C2=CN=CS2)CCCCC)C (6aR)-6,6,9-trimethyl-3-pentyl-2-thiazol-5-yl-6a,7,8,10a-tetrahydrobenzo[c]chromen-1-ol